OC=1C=C(C2=CC=CC=C2C1)N1CC=2N=C(N=C(C2CC1)N1CCN(CC1)C(C=C)=O)N1CCOCC1 1-(4-(7-(3-hydroxynaphthalen-1-yl)-2-morpholino-5,6,7,8-tetrahydropyrido[3,4-d]pyrimidin-4-yl)piperazin-1-yl)prop-2-en-1-one